C1(CCCC1)[Si](OCCCC)(OCCCC)C1CCCC1 dicyclopentyl-dibutoxysilane